O=C1NC(CCC1N1C(C2=CC=CC(=C2C1)NCCCCCCCCCC(=O)O)=O)=O 10-((2-(2,6-dioxopiperidin-3-yl)-1-oxoisoindolin-4-yl)amino)decanoic acid